C(C)(=O)OCCCC acetic acid, n-butyl ester